N1N=NC=C1NC1=NN2C(C(=CC=C2)N2CC(C2)(N2N=CC(=C2)CC)CC#N)=N1 2-(1-(2-((1H-1,2,3-triazol-5-yl)amino)-[1,2,4]triazolo[1,5-a]pyridin-8-yl)-3-(4-ethyl-1H-pyrazol-1-yl)azetidin-3-yl)acetonitrile